dipropyl-2-bromobicyclo[1.1.1]pentane-1,3-dicarboxylic acid C(CC)C1C2(C(C1(C2CCC)C(=O)O)Br)C(=O)O